C=CCCC(C1=C(C(=CC(=C1)C(C)(C)C)O)C)C1=C(C(=CC(=C1)C(C)(C)C)O)C 4-methylenebis[5-tert.-butyl-hydroxy-2-methylphenyl]butane